NC=1C(=C(C=C2C=C(N=CC12)NC1=NN2CC(N(CCC2=C1)C)=O)C=1C(=C2C(=NC1)CS(N2)(=O)=O)C)F 2-((8-amino-7-fluoro-6-(7-methyl-2,2-dioxido-1,3-dihydroisothiazolo[4,3-b]pyridin-6-yl)isoquinolin-3-yl)amino)-6-methyl-5,6-dihydro-4H-pyrazolo[1,5-d][1,4]diazepin-7(8H)-one